ClC(CNC(\C=C\C(=O)O)=O)CCCC N-(2-chlorohexyl)fumaric acid amide